6-bromo-8-(trideuteriomethoxy)-2-(2,2,2-trifluoroethyl)-3,4-dihydroisoquinolin-1-one BrC=1C=C2CCN(C(C2=C(C1)OC([2H])([2H])[2H])=O)CC(F)(F)F